ClC1=NC=C(C(=N1)NC1=C(C=CC=C1)P(C)C)Cl (2-((2,5-dichloropyrimidin-4-yl)amino)phenyl)dimethylphosphine